tert-Butyl (2-(5-(2-((8-carbamoylbenzo[c][2,6]naphthyridin-5-yl)amino)ethyl)-1H-imidazol-2-yl)ethyl)((2-chloro-[1,1'-biphenyl]-4-yl)methyl)carbamate C(N)(=O)C=1C=CC2=C(N=C(C3=CC=NC=C23)NCCC2=CN=C(N2)CCN(C(OC(C)(C)C)=O)CC2=CC(=C(C=C2)C2=CC=CC=C2)Cl)C1